CN1N=C(C2=CC(=CC=C12)CN(CCC1=CC=C(C=C1)NC(=O)C1=C(C=C(C(=C1)OC)OC)NC(=O)C=1OC2=CC=CC=C2C(C1)=O)CC=1C=C2C=NN(C2=CC1)C)C N-(2-((4-(2-(((1,3-Dimethyl-1H-indazol-5-yl)methyl)((1-methyl-1H-indazol-5-yl)methyl)amino)ethyl)phenyl)carbamoyl)-4,5-dimethoxyphenyl)-4-oxo-4H-chromene-2-carboxamide